tert-butyl 4-(chloromethyl)-5-methoxy-7-methylindole-1-carboxylate ClCC1=C2C=CN(C2=C(C=C1OC)C)C(=O)OC(C)(C)C